9-[(3'-dibenzothiophen-4-yl)biphenyl-3-yl]naphtho[1',2':4,5]furo[2,3-b]pyrazine C1=CC=C(C=2SC3=C(C21)C=CC=C3)C=3C=C(C=CC3)C3=CC(=CC=C3)C3=CN=C2C(=N3)OC3=C2C=2C=CC=CC2C=C3